ClC1=CC=C(C=C1)NC(N(C1CNCCO1)C1=C(C=C(C(=O)N)C=C1)C)=O 4-[3-(4-chlorophenyl)-1-(2-morpholinyl)ureido]-3-methylbenzamide